2-(2,6-difluorophenyl)-4-(3-(4-methylpiperazin-1-yl)-1H-pyrazol-1-yl)-6,7-dihydro-5H-pyrrolo[3,4-b]pyridin-5-one FC1=C(C(=CC=C1)F)C1=CC(=C2C(=N1)CNC2=O)N2N=C(C=C2)N2CCN(CC2)C